ClC1=C(C(=CC=C1)Cl)C=1C(NC2=CC=C(C=C2C1)C1=CC=C(C=C1)N1CCN(CC1)C(C)C)=O 3-(2,6-dichlorophenyl)-6-{4-[4-(propan-2-yl)piperazin-1-yl]phenyl}-1,2-dihydro-quinolin-2-one